1-({[(1R)-1-(4-Chlorophenyl)-2-[(5-chloropyridin-2-yl)methyl]-7-fluoro-5-[1-hydroxy-1-(1,3-thiazol-4-yl)ethyl]-3-oxo-2,3-dihydro-1H-isoindol-1-yl]oxy}methyl)cyclopropan-1-carboxamid ClC1=CC=C(C=C1)[C@@]1(N(C(C2=CC(=CC(=C12)F)C(C)(C=1N=CSC1)O)=O)CC1=NC=C(C=C1)Cl)OCC1(CC1)C(=O)N